benzo[b]thien-2-carboxamide S1C2=C(C=C1C(=O)N)C=CC=C2